ClC1=C(C=C2C=C(NC2=C1)C(=O)N1CC=2C(CC1)=NOC2C(=O)NC2(CC2)COC(F)F)F 5-(6-chloro-5-fluoro-1H-indole-2-carbonyl)-N-{1-[(difluoromethoxy)methyl]cyclopropyl}-4H,5H,6H,7H-[1,2]oxazolo[4,3-c]pyridine-3-carboxamide